2-((1r,3r)-3-((tert-butyldimethylsilyl)oxy)cyclobutyl)-3-(trifluoromethoxy)pyridine [Si](C)(C)(C(C)(C)C)OC1CC(C1)C1=NC=CC=C1OC(F)(F)F